3-(1H-benzo[d]imidazol-5-yl)-2-phenylthiazolidin-4-one N1C=NC2=C1C=CC(=C2)N2C(SCC2=O)C2=CC=CC=C2